4-amino-8-[4-(difluoromethoxy)-3-pyridinyl]-N-(2-methoxyethyl)-2-oxo-1H-quinoline-3-carboxamide NC1=C(C(NC2=C(C=CC=C12)C=1C=NC=CC1OC(F)F)=O)C(=O)NCCOC